(8-methoxyquinolin-5-yl)methanone COC=1C=CC(=C2C=CC=NC12)C=O